2-methylpentene CCCC(=C)C